ClC1=CC=C(C(=N1)C(=O)[O-])F 6-chloro-3-fluoropicolinate